ClC1=C(C=C(C=N1)C(=O)O)C#N 6-chloro-5-cyanopyridine-3-carboxylic acid